4-(4-aminophenoxy)-3-fluorophenylbenzenamine NC1=CC=C(OC2=C(C=C(C=C2)C2=C(C=CC=C2)N)F)C=C1